BrC=1C=C(C(=C(C1)F)F)F 5-bromo-1,2,3-trifluorobenzene